methyl 4-(bis(4-methoxybenzyl)amino)-1-(2-chloro-4-formyl-6-nitrophenyl)-6-oxo-1,6-dihydropyrimidine-5-carboxylate COC1=CC=C(CN(C=2N=CN(C(C2C(=O)OC)=O)C2=C(C=C(C=C2[N+](=O)[O-])C=O)Cl)CC2=CC=C(C=C2)OC)C=C1